C(C1=CC=CC=C1)OC(C[C@H](NC(=O)OC(C)(C)C)C(=O)O)=O BOC-L-aspartic acid-4-benzyl ester